(S)-(3-(1-amino-1,3-dihydrospiro[inden-2,4'-piperidine]-1'-yl)-6-(3-(5-nitro-1H-indol-1-yl)prop-1-yn-1-yl)pyrazin-2-yl)methanol N[C@@H]1C2=CC=CC=C2CC12CCN(CC2)C=2C(=NC(=CN2)C#CCN2C=CC1=CC(=CC=C21)[N+](=O)[O-])CO